NC1=C(C(=O)N[C@H](C)C2=CC=C(C=C2)OC)C=C(N=C1Br)F (R)-3-amino-2-bromo-6-fluoro-N-(1-(4-methoxyphenyl)ethyl)isonicotinamide